2',2'-difluoro-5',6'-dihydrospiro[cyclopropane-1,7'-[1,3]dioxolo[4,5-f]indole] FC1(OC=2C(=CC=3C4(CNC3C2)CC4)O1)F